C(=O)(OC)C=CC=1C(NC(NC1)=O)=O 5-(2-carbomethoxy-vinyl)-uracil